tert-butyl 3-(4-cyclopropyl-6-methoxypyrimidin-5-yl)-1-methyl-1,4,6,7-tetrahydro-5H-pyrazolo[4,3-c]pyridine-5-carboxylate C1(CC1)C1=NC=NC(=C1C1=NN(C2=C1CN(CC2)C(=O)OC(C)(C)C)C)OC